CC=1C(OC(C1C)=O)O\C=C(\C(=O)OCC)/N1C(CSC2=C1C=CC=C2)=O ethyl (Z)-3-[(3,4-dimethyl-5-oxo-2H-furan-2-yl)oxy]-2-(3-oxo-1,4-benzothiazin-4-yl)prop-2-enoate